6-(TERT-BUTYLAMINO)NICOTINALDEHYDE C(C)(C)(C)NC1=NC=C(C=O)C=C1